C(C)(C)C1=C(C=C(C=C1)C)C1=CC=CC=2SC3=CC=CC=C3SC12 2-isopropyl-5-methyl-phenyl-thianthrene